FC1=CC=C(C=C1)C1CCC2=NNC(N21)=O 5-(4-fluorophenyl)-2,5,6,7-tetrahydro-3H-pyrrolo[2,1-c][1,2,4]triazol-3-one